CNC(=O)C1=CC=NC=N1 6-(methylcarbamoyl)pyrimidin